2-((4-(3-(4-chloro-2-fluorophenyl)-2,3-Dihydrobenzo[b][1,4]dioxin-5-yl)piperidin-1-yl)methyl)-3-(((S)-oxetan-2-yl)methyl)-3H-imidazo[4,5-b]pyridine-5-carboxylic acid ClC1=CC(=C(C=C1)C1OC2=C(OC1)C=CC=C2C2CCN(CC2)CC2=NC=1C(=NC(=CC1)C(=O)O)N2C[C@H]2OCC2)F